O1C2=C(NCC1)SC(=C2)C(=O)OCC Ethyl 3,4-Dihydro-2H-thieno[3,2-b][1,4]oxazine-6-carboxylate